(3S)-N,5-dimethyl-3-((2-(2-(2-propenoyl)-2,6-diazaspiro[3.4]octan-6-yl)-6,7-dihydro-5H-cyclopenta[d]pyrimidin-4-yl)amino)hexanamide CNC(C[C@H](CC(C)C)NC=1C2=C(N=C(N1)N1CC3(CN(C3)C(C=C)=O)CC1)CCC2)=O